FC(C=1C(=C(C=CC1)C(C)=O)F)F 1-[3-(difluoromethyl)-2-fluoro-phenyl]ethanone